6-(4-bromophenyl)-8-(4-chlorophenyl)-2-phenylimidazo[1,2-a]pyridine BrC1=CC=C(C=C1)C=1C=C(C=2N(C1)C=C(N2)C2=CC=CC=C2)C2=CC=C(C=C2)Cl